C(N)(=N)C=1C=C(C=CC1)NC(C1=C(N=C(C(=C1)Cl)C)N1CCC(CCC1)(F)F)=O N-(3-(carbamimidoyl)phenyl)-5-chloro-2-(4,4-difluoroazepan-1-yl)-6-methylnicotinamide